5-((3-bromo-1-methyl-1H-pyrazol-4-yl)methyl)isoxazole-3-carbonitrile BrC1=NN(C=C1CC1=CC(=NO1)C#N)C